CC(C)=NC(CCC)[SiH](OC)OC N-(1-methylethylidene)-3-methyl(dimethoxysilyl)-1-Propanamine